S1C=NC2=C1CNC2=O 5,6-dihydro-4H-pyrrolo[3,4-d]Thiazol-4-one